N-(5-((3,8-diazabicyclo[3.2.1]octan-3-yl)methyl)pyridin-2-yl)-5-fluoro-4-((R)-5-fluoro-1-methyl-2,3-dihydro-1H-benzo[d]pyrrolo[1,2-a]imidazol-7-yl)pyrimidin-2-amine C12CN(CC(CC1)N2)CC=2C=CC(=NC2)NC2=NC=C(C(=N2)C2=CC1=C(N=C3N1[C@@H](CC3)C)C(=C2)F)F